NC1=C2C=C(N=CC2=CC=C1F)N1C=CC=2C1=CN=C(C2)N2CCC(CC2)CCN2CCN(CC2)C=2C=C1C(N(C(C1=CC2)=O)C2C(NC(CC2)=O)=O)=O 5-(4-(2-(1-(1-(5-amino-6-fluoroisoquinolin-3-yl)-1H-pyrrolo[2,3-c]pyridin-5-yl)piperidin-4-yl)ethyl)piperazin-1-yl)-2-(2,6-dioxopiperidin-3-yl)isoindoline-1,3-dione